N-(azetidin-3-yl)-6-cyano-2-(2-((6,6-dimethyl-2,4-dioxo-3-azabicyclo[3.1.0]hexan-3-yl)methyl)thieno[3,2-b]pyridin-7-yl)-4-methylnicotinamide N1CC(C1)NC(C1=C(N=C(C=C1C)C#N)C1=C2C(=NC=C1)C=C(S2)CN2C(C1C(C1C2=O)(C)C)=O)=O